NC1=NC=CC(=C1Cl)SC=1C=2N(C(=NC1)N1CCC3(CCC[C@H]3N)CC1)N=CN2 (R)-8-(8-((2-amino-3-chloropyridin-4-yl)thio)-[1,2,4]tri-azolo[1,5-c]pyrimidin-5-yl)-8-azaspiro[4.5]decan-1-amine